NC=1C2=C(N=CN1)N(C=C2C=2C(=C(C=CC2)NS(=O)(=O)C2=CC(=C(C=C2)OC)Br)F)C N-[3-(4-amino-7-methyl-7H-pyrrolo[2,3-d]pyrimidin-5-yl)-2-fluoro-phenyl]-3-bromo-4-methoxy-benzenesulfonamide